(2S)-2-(9H-fluoren-9-ylmethoxycarbonylamino)-5-methylhex-4-enoic acid C1=CC=CC=2C3=CC=CC=C3C(C12)COC(=O)N[C@H](C(=O)O)CC=C(C)C